ClC1=CC=C(C=C1)C1=CC=C(C=C1)O p-(p-chlorophenyl)-phenol